N-{3-[(2,6-dioxopiperidin-3-yl)amino]Propyl}benzamide O=C1NC(CCC1NCCCNC(C1=CC=CC=C1)=O)=O